Ethyl 1-(2-aminoethyl)-5-bromo-1H-pyrrolo[2,3-c]pyridine-2-carboxylate hydrochloride Cl.NCCN1C(=CC=2C1=CN=C(C2)Br)C(=O)OCC